OC1=C(N(C(=CC1=O)C)CCC)CNS(=O)(=O)C1=CC=C(C=C1)OC N-((3-hydroxy-6-methyl-4-oxo-1-propyl-1,4-dihydropyridin-2-yl)methyl)-4-methoxybenzenesulfonamide